(R)-1-(1-(tert-butylsulfonyl)-5,5-dimethylpyrrolidin-3-yl)-8-(2-(hydroxymethyl)thieno[3,2-b]pyridin-7-yl)-1,2,3,4-tetrahydroquinoline-6-carbonitrile C(C)(C)(C)S(=O)(=O)N1C[C@@H](CC1(C)C)N1CCCC2=CC(=CC(=C12)C1=C2C(=NC=C1)C=C(S2)CO)C#N